C1=C2C=3C=CC=CC3C3=C(C2=CC=C1C=1C=C(C=CC1)C1=CC=CC2=C1SC1=C2C=CC=C1)C=CC=C3 4-[3-(2-benzophenanthryl)phenyl]-dibenzothiophene